CC1=C(C=C(C(=O)NC2CCN(CC2)C(=O)OC(C)(C)C)C=C1)NC(=O)C1=CN=CN1C tert-butyl 4-[(4-methyl-3-{[(1-methyl-1H-imidazol-5-yl)carbonyl]amino}benzoyl)amino]piperidine-1-carboxylate